6-(2-(Benzyloxy)-6-(cyclopropylmethoxy)-4-(5-methyloxazol-2-yl)phenyl)-N-methyl-N-(2,2,6,6-tetramethylpiperidin-4-yl)pyridazin-3-amine C(C1=CC=CC=C1)OC1=C(C(=CC(=C1)C=1OC(=CN1)C)OCC1CC1)C1=CC=C(N=N1)N(C1CC(NC(C1)(C)C)(C)C)C